C(C)(C)(C)OC(=O)N1[C@H](C[C@@H](C1)CC1=CC(=CC=C1)Br)C(=O)OCC1=CC=CC=C1 (2R,4S)-4-(3-bromobenzyl)pyrrolidine-1,2-dicarboxylic acid 2-benzyl ester 1-tert-butyl ester